butyl (3R,4S)-3-fluoro-4-(methoxy-d3)piperidine-1-carboxylate F[C@@H]1CN(CC[C@@H]1OC([2H])([2H])[2H])C(=O)OCCCC